ClC=1N=C(C2=C(N1)C=NC=C2)N(C(C(F)(F)F)C)C 2-chloro-N-methyl-N-(1,1,1-trifluoroprop-2-yl)pyrido[3,4-d]Pyrimidin-4-amine